Rac-dimethylsilanediylbis{2-(5-(trimethylsilyl)furan-2-yl)-4,5-dimethyl-cyclopentadien-1-yl}zirconium dichloride [Cl-].[Cl-].C[Si](=[Zr+2](C1=C(C=C(C1C)C)C=1OC(=CC1)[Si](C)(C)C)C1=C(C=C(C1C)C)C=1OC(=CC1)[Si](C)(C)C)C